FC1([C@H](C1)C(=O)NC1=NC=C2C=C(C(N(C2=C1)C)=O)C=1C=NC(=CC1C)[C@H](CCC)O)F (R)-2,2-difluoro-N-(3-(6-((S)-1-hydroxybutyl)-4-methylpyridin-3-yl)-1-methyl-2-oxo-1,2-dihydro-1,6-naphthyridin-7-yl)cyclopropane-1-carboxamide